Dimethyl 4-(2-ethylhexylthio)phthalate C(C)C(CSC=1C=C(C(C(=O)OC)=CC1)C(=O)OC)CCCC